3-[2,2,2-trifluoro-N-(1-methyl-1H-pyrazol-4-yl)acetamido]cyclopentan-1-aminium chloride [Cl-].FC(C(=O)N(C=1C=NN(C1)C)C1CC(CC1)[NH3+])(F)F